3-Acetyl-5-chloro-2-ethoxy-6-methylbenzoic Acid C(C)(=O)C=1C(=C(C(=O)O)C(=C(C1)Cl)C)OCC